CC1N(CC2(CCC2)C1)S(=O)(=O)C=1C=C2CCN(CC2=CC1)C(=O)OC(C)(C)C tert-Butyl 6-((7-methyl-6-azaspiro[3.4]octan-6-yl)sulfonyl)-3,4-dihydroisoquinoline-2(1H)-carboxylate